(1R,5S)-benzyl 3-(3-amino-6-(5-fluoro-2-hydroxyphenyl)pyridazin-4-yl)-3,8-diazabicyclo[3.2.1]octane-8-carboxylate NC=1N=NC(=CC1N1C[C@H]2CC[C@@H](C1)N2C(=O)OCC2=CC=CC=C2)C2=C(C=CC(=C2)F)O